tert-butyl N-[(3S,4R)-1-(7-hydroxy-1,8-naphthyridin-3-yl)-4-methylpyrrolidin-3-yl]carbamate OC1=CC=C2C=C(C=NC2=N1)N1C[C@H]([C@@H](C1)C)NC(OC(C)(C)C)=O